ethyl (3S)-3-(3-(3-(1,8-naphthyridin-2-yl) propyl)-2-oxoazetidin-1-yl)-3-(3-fluoro-4-methoxyphenyl)-propanoate N1=C(C=CC2=CC=CN=C12)CCCC1C(N(C1)[C@@H](CC(=O)OCC)C1=CC(=C(C=C1)OC)F)=O